ONC(\C=C\C1=C(C=CC=C1)N1CCN(CC1)S(=O)(=O)C1=NN(C=C1)C)=O (E)-N-hydroxy-3-(2-(4-((1-methyl-1H-pyrazol-3-yl)sulfonyl)piperazin-1-yl)phenyl)acrylamide